(S)-3-amino-3-(3',5'-difluorobiphenyl-3-yl)propanoic acid ethyl ester C(C)OC(C[C@@H](C=1C=C(C=CC1)C1=CC(=CC(=C1)F)F)N)=O